BrC1=C(C=CC(=C1)OC(C)C)F 2-bromo-1-fluoro-4-isopropoxybenzene